4,5-dimethyl-6-[3-(1-piperidyl)-7,8-dihydro-5H-1,6-naphthyridin-6-yl]pyridazine CC1=CN=NC(=C1C)N1CC=2C=C(C=NC2CC1)N1CCCCC1